5-(Hydroxymethylene)-6-methyl-4-oxo-3-(trifluoromethyl)-4,5,6,7-tetrahydro-1-benzofuran-2-carboxylic acid ethyl ester C(C)OC(=O)C=1OC2=C(C1C(F)(F)F)C(C(C(C2)C)=CO)=O